1,3,3-Trimethyl-6-(4-methylcyclohex-3-en-1-yl)octahydrobenzo[c]isoxazol CN1OC(C2C1CC(CC2)C2CC=C(CC2)C)(C)C